(3S)-Morpholine-3-carboxylic acid N1[C@@H](COCC1)C(=O)O